tert-butyl (2-((7-bromo-6-chloro-2-(3-(dimethylamino)azetidin-1-yl)-8-fluoroquinazolin-4-yl)amino)ethyl)carbamate BrC1=C(C=C2C(=NC(=NC2=C1F)N1CC(C1)N(C)C)NCCNC(OC(C)(C)C)=O)Cl